Cl.ClC1=CC=C2C(=C1)N(CC21CCN(CC1)C(=O)OCC1=CC=CC=C1)C(CN1C[C@H](NCC1)C)=O Benzyl 6-chloro-1-{2-[(3R)-3-methyl-piperazin-1-yl]acetyl}-1,2-dihydrospiro-[indole-3,4'-piperidine]-1'-carboxylate hydrochloride salt